NC1=C2C(N(C(C2=CC=C1)=O)C1C(N(C(CC1)=O)CC1=CN=C(N1C)[N+](=O)[O-])=O)=O 4-Amino-2-(1-((1-methyl-2-nitro-1H-imidazol-5-yl)methyl)-2,6-dioxopiperidin-3-yl)isoindoline-1,3-dione